2-pyrimidin-5-ylpyrimidine-4,5-diamine N1=CN=CC(=C1)C1=NC=C(C(=N1)N)N